N-(1-butylpiperidin-4-yl)-6-chloro-N-(pyridin-3-ylmethyl)-1H-indazole-3-carboxamide C(CCC)N1CCC(CC1)N(C(=O)C1=NNC2=CC(=CC=C12)Cl)CC=1C=NC=CC1